ICCCCC(=O)O delta-iodovaleric acid